NC=1C2=C(CCN1)N(N=C2C2=CC=C(C=C2)Br)C2CCC(CC2)O 4-Amino-3-(4-bromophenyl)-1-(4-hydroxycyclohexyl)-1,6-dihydro-7H-pyrazolo[3,4-d]pyridine